4-{[2-chloro-3-(morpholine-4-sulfonyl)phenyl]amino}-3-cyclopropyl-N-[imidazolidin-2-ylidene]benzamide Methyl-2-((5-chloro-2-(2-oxopyrrolidin-1-yl)phenyl)amino)-2-oxoacetate COC(C(=O)NC1=C(C=CC(=C1)Cl)N1C(CCC1)=O)=O.ClC1=C(C=CC=C1S(=O)(=O)N1CCOCC1)NC1=C(C=C(C(=O)N=C2NCCN2)C=C1)C1CC1